C(C=C)C1CCC=2C=3C1=C1C(=NC3C=C(C2C)F)C2=CC3=C(C(N2C1)=O)COC([C@]3(O)CC)=O (9S)-1-Allyl-9-ethyl-5-fluoro-9-hydroxy-4-methyl-1,2,3,9,12,15-hexahydro-10H,13H-benzo[de]pyrano[3',4':6,7]indolizino[1,2-b]quinoline-10,13-dione